tetramethyl 4,4',4'',4'''-(2,3,7,8,12,13,17,18-octabromoporphyrin-5,10,15,20-tetrayl)tetrabenzoate BrC1=C2NC(=C1Br)C(=C1C(=C(C(=N1)C(=C1C(=C(C(N1)=C(C=1C(=C(C(N1)=C2C2=CC=C(C(=O)OC)C=C2)Br)Br)C2=CC=C(C(=O)OC)C=C2)Br)Br)C2=CC=C(C(=O)OC)C=C2)Br)Br)C2=CC=C(C(=O)OC)C=C2